C(#N)C(C)(C)NC1=CC(=C(OCCN2C[C@H](N(CC2)C(=O)OC(C)(C)C)C)C=C1)CC (R)-tert-Butyl 4-(2-(4-((2-cyanopropan-2-yl)amino)-2-ethylphenoxy)ethyl)-2-methylpiperazine-1-carboxylate